C(C)(C)(C)OP(OC(C)(C)C)N(C(C)C)C(C)C Di-tert-butyl-N,N-diisopropylphosphoramidite